(5-bromopyridin-2-yl)-3-methyl-4-(((tetrahydro-2H-pyran-2-yl)oxy)methyl)isoxazole BrC=1C=CC(=NC1)C1=C(C(=NO1)C)COC1OCCCC1